C(C)C=1C(NC=2C=C(C=NC2C1)CN1C2CN(CC1CC2)C=2C=CC(=NC2C)C(=O)NC)=O 5-(8-((7-ethyl-6-oxo-5,6-dihydro-1,5-naphthyridin-3-yl)methyl)-3,8-diazabicyclo[3.2.1]octan-3-yl)-N,6-dimethylpicolinamide